CNC(CCCCCCCCCCCCCCC)=O N-methyl-hexadecanamide